O1CCN(CC1)CN1CCOCC1 Bismorpholinomethane